6-(3-(1-ethyl-1H-pyrazol-3-yl)-1,2,4-oxadiazol-5-yl)-2,2-dimethyl-3,4-dihydro-2H-pyrano[2,3-b]pyridin-3-ol C(C)N1N=C(C=C1)C1=NOC(=N1)C=1C=C2C(=NC1)OC(C(C2)O)(C)C